BrC1=CC(=C(C=C1)C1=CCC2(OCCO2)CC1)F 8-(4-bromo-2-fluoro-phenyl)-1,4-dioxa-spiro[4.5]dec-7-ene